2-bromo-3-(chloromethyl)pyridine Tert-Butyl-2-(2-(3,3-difluoropyrrolidin-1-yl)-4-iodopyridin-3-yl)-3,4,6,7-tetrahydro-5H-imidazo[4,5-c]pyridine-5-carboxylate C(C)(C)(C)OC(=O)N1CC2=C(CC1)N=C(N2)C=2C(=NC=CC2I)N2CC(CC2)(F)F.BrC2=NC=CC=C2CCl